NC1=C(C2=C(S1)C(C(CC2)(COCC2CC2)C#N)=O)C(=O)N 2-Amino-6-cyano-6-((cyclopropylmethoxy)methyl)-7-oxo-4,5,6,7-tetrahydrobenzo[b]thiophene-3-carboxamide